COC1=CC=C(C=C1)S(=O)(=O)OC=1C=C(C=CC1)NC(NC1=CC(=CC=C1)OS(=O)(=O)C1=CC=C(C=C1)OC)=O bis-[3-(p-methoxybenzenesulfonyloxy)phenyl]urea